methyl 3-(3-oxopropyl)-1-tritylpyrrolidine-3-carboxylate O=CCCC1(CN(CC1)C(C1=CC=CC=C1)(C1=CC=CC=C1)C1=CC=CC=C1)C(=O)OC